FC1(CC1)C(=O)N[C@H](C(=O)N1C(CC(C1)O)C(=O)NCC1=C(C=C(C=C1)C1=C(N=CS1)C)OCC=O)C(C)(C)C 1-((S)-2-(1-fluorocyclopropane-1-carboxamido)-3,3-dimethylbutanoyl)-4-hydroxy-N-(4-(4-methylthiazol-5-yl)-2-(2-oxoethoxy)benzyl)pyrrolidine-2-carboxamide